1,3-di(piperidin-4-yl)propane N1CCC(CC1)CCCC1CCNCC1